[phenyl-(biphenyl-yl)triazinyl][(dimethylfluorenyl)dibenzofuranyl]benzene C1(=CC=CC=C1)C1=C(C(=NN=N1)C1=C(C=CC=C1)C1=C(C=CC=2OC3=C(C21)C=CC=C3)C3=C(C(=CC=2C1=CC=CC=C1CC32)C)C)C3=C(C=CC=C3)C3=CC=CC=C3